N-methyl-N-phenyl-2,3-dibromo-3-p-methylphenyl-propionamide CN(C(C(C(C1=CC=C(C=C1)C)Br)Br)=O)C1=CC=CC=C1